NC=1C2=C(N=CN1)N(C(=C2C2=CC(=C(C=C2)OC2=NC(=CC=C2)C)OC)C#CC2CCC(CC2)NC(C=C)=O)C2COCC2 N-((1r,4r)-4-((4-amino-5-(3-methoxy-4-((6-methylpyridin-2-yl)oxy)phenyl)-7-(tetrahydrofuran-3-yl)-7H-pyrrolo[2,3-d]pyrimidin-6-yl)ethynyl)cyclohexyl)acrylamide